diphenyl phosphite nitrogen [N+3].P(OC1=CC=CC=C1)(OC1=CC=CC=C1)[O-].C1(=CC=CC=C1)OP(OC1=CC=CC=C1)[O-].C1(=CC=CC=C1)OP(OC1=CC=CC=C1)[O-]